hexadecyl 7-(4-(4-(benzo[b]thiophen-4-yl)piperazin-1-yl)butoxy)-2-oxoquinoline-1(2H)-carboxylate S1C2=C(C=C1)C(=CC=C2)N2CCN(CC2)CCCCOC2=CC=C1C=CC(N(C1=C2)C(=O)OCCCCCCCCCCCCCCCC)=O